Bis((R)-2-hydroxy-1-phenylethyl)-2,6-diphenylpyridine-3,5-dicarboxamide OC[C@@H](C1=CC=CC=C1)NC(=O)C=1C=C(C(=NC1C1=CC=CC=C1)C1=CC=CC=C1)C(=O)N[C@@H](CO)C1=CC=CC=C1